B(OC=CCCC)(OC)[O-] pentenyl methyl borate